N-[6-(1H-imidazol-1-yl)pyridin-3-yl]-1,8,10-triazatricyclo[7.4.0.02,7]trideca-2(7),3,5,8,10,12-hexaene-11-carboxamide N1(C=NC=C1)C1=CC=C(C=N1)NC(=O)C1=NC2=NC=3C=CC=CC3N2C=C1